NCC1=CC(=C(C=C1)COC1=CC=C(C=C1)NC(=O)NCC=1C=C2CN(C(C2=CC1)=O)C1C(NC(CC1)=O)=O)CC 1-(4-{[4-(Aminomethyl)-2-ethylphenyl]methoxy}phenyl)-3-{[2-(2,6-dioxopiperidin-3-yl)-1-oxo-2,3-dihydro-1H-isoindol-5-yl]methyl}urea